Quinoxaline-3-carboxamide N1=CC(=NC2=CC=CC=C12)C(=O)N